Ethyl-3-(3-Dimethylaminopropyl)carbodiimide, Hydrochloride Cl.C(C)N=C=NCCCN(C)C